4-ethyl-1,5-dimethyl-2,3-dihydro-1H-pyrrole C(C)C=1CCN(C1C)C